C(C=C)(=O)NC=1SC(=CN1)CN1CCC(CC1)C(=O)NC1=CC=C(C=C1)F 1-((2-acrylamidothiazol-5-yl)methyl)-N-(4-fluorophenyl)piperidine-4-carboxamide